CNC(C(=O)O)CC1=CNC2=NC=CC=C21 2-(methylamino)-3-(1H-pyrrolo[2,3-b]pyridin-3-yl)propanoic acid